[O-]S(=O)(=O)C(F)(F)F.C(CCC)[NH+]1CC(CC1)C 1-Butyl-3-Methylpyrrolidinium triflat